[Te-2].[Eu+3].[Te-2].[Te-2].[Eu+3] europium telluride